3-(4-fluoro-1H-pyrazol-1-yl)-4-methoxyphenol FC=1C=NN(C1)C=1C=C(C=CC1OC)O